5-AZA-4'-THIO-2'-DEOXYCYTIDIN [C@@H]1(C[C@H](O)[C@@H](CO)S1)N1C(=O)N=C(N)N=C1